2-[2-(3-thienyl)-2-(2-hydroxy-5-methyl-phenyl)-ethyl]-N,N-dimethylpiperidinium bromide [Br-].S1C=C(C=C1)C(CC1[N+](CCCC1)(C)C)C1=C(C=CC(=C1)C)O